5-(1,7-octadiyn-1-yl)-2'-deoxyuridine C(#CCCCCC#C)C=1C(NC(N([C@H]2C[C@H](O)[C@@H](CO)O2)C1)=O)=O